N[C@@H](CCCCCC(C(C)O[Si](C1=CC=CC=C1)(C1=CC=CC=C1)C(C)(C)C)=O)C=1NC=C(N1)C1=CC=C(C=C1)F (9S)-9-amino-2-((tert-butyldiphenylsilyl)oxy)-9-(4-(4-fluorophenyl)-1H-imidazol-2-yl)nonan-3-one